C(C)(C)C1N(CC1)CC(=O)NC=1C=C(C(=NC1)C)NC(=O)C=1N=NN2C1C=CC(=C2)C=2C=NN(C2)C N-[5-[[2-(2-isopropylazetidin-1-yl)acetyl]amino]-2-methyl-3-pyridyl]-6-(1-methylpyrazol-4-yl)triazolo[1,5-a]pyridine-3-carboxamide